C(C)OCOC[C@H](C[C@@H](C(=O)NO)C)NC(C1=CC=C(C=C1)OC1=CC=CC=C1)=O N-[(1S,3S)-1-[(Ethoxymethoxy)methyl]-4-(hydroxyamino)-3-methyl-4-oxobutyl]-4-phenoxybenzamide